C(C)(C)OC([C@H](CCC(C=[N+]=[N-])=O)NC([C@H](CC1=CNC2=CC=CC=C12)OCCNC(C)=O)=O)=O.COC1=C(N)C=C(C=C1)C=1C=NOC1C1=CC=C(C2=CC=CC=C12)OC 2-methoxy-5-(5-(4-methoxynaphthalene-1-yl)isoxazol-4-yl)aniline isopropyl-(S)-2-((S)-2-(2-acetamidoethoxy)-3-(1H-indol-3-yl)propanamido)-6-diazo-5-oxohexanoate